CN1N=C(C=C1)C=1C=C(C=NC1OC1=CC=C(C=C1)C(F)(F)F)C(=O)O 5-(1-Methylpyrazol-3-yl)-6-[4-(trifluoromethyl)phenoxy]pyridine-3-carboxylic acid